C(C)(=O)O[C@H]1[C@@H](O[C@@H]([C@H]([C@@H]1OC(C)=O)OC(C)=O)C(=O)OC)OC[C@@H](C(=O)OCC1=CC=CC=C1)N (2R,3R,4S,5S,6S)-2-((S)-2-amino-3-(benzyloxy)-3-oxopropoxy)-6-(methoxycarbonyl)tetrahydro-2H-pyran-3,4,5-triyl triacetate